di(n-pentyl)cyclooctane C(CCCC)C1(CCCCCCC1)CCCCC